ClC1=CC=C(C=C1)C1CC(=NN1C(CC(CO)(F)F)=O)C=1C(NC2=CC=CC=C2C1C1=CC(=CC=C1)F)=O 3-(5-(4-chlorophenyl)-1-(3,3-difluoro-4-hydroxybutanoyl)-4,5-dihydro-1H-pyrazol-3-yl)-4-(3-fluorophenyl)quinolin-2(1H)-one